2-((3S)-1-((1s,4R)-4-((2-(2,6-dioxopiperidin-3-yl)-1,3-dioxoisoindolin-4-yl)amino)cyclohexane-1-carbonyl)pyrrolidin-3-yl)acetic acid O=C1NC(CCC1N1C(C2=CC=CC(=C2C1=O)NC1CCC(CC1)C(=O)N1C[C@@H](CC1)CC(=O)O)=O)=O